methyl 2-fluoro-3,4-dihydroxybenzoate FC1=C(C(=O)OC)C=CC(=C1O)O